BrC1=CN=C(C=N1)OCC1=CC=CC=C1 trans-6-bromo-3-benzyloxypyrazine